phenyl 3-((1-((4-tert-butylphenyl) carbamoyl) piperidin-4-yl) methyl)-1H-indole-1-carboxylate C(C)(C)(C)C1=CC=C(C=C1)NC(=O)N1CCC(CC1)CC1=CN(C2=CC=CC=C12)C(=O)OC1=CC=CC=C1